S1C=NC2=C1C=CC(=C2)NC2=CC=NC1=CC=C(C=C21)C2=C(C=C(C=C2)C(=O)N2C[C@@H]1CNC[C@@H]1C2)F (4-(4-(benzo[d]thiazol-5-ylamino)quinolin-6-yl)-3-fluorophenyl)((3aR,6aS)-hexahydropyrrolo[3,4-c]pyrrol-2(1H)-yl)methanone